C(C)N(C=1SC(=C(N1)C1=CC=C(C=C1)F)C#N)C=1N(N=C2C(=CC(=CC12)N1C(CN(CC1)CC(=O)N1CC(C1)O)C(F)(F)F)F)CC 2-(ethyl(2-ethyl-7-fluoro-5-(4-(2-(3-hydroxyazetidin-1-yl)-2-oxoethyl)-2-(trifluoromethyl)piperazin-1-yl)-2H-indazol-3-yl)amino)-4-(4-fluorophenyl)thiazole-5-carbonitrile